Cl.CN1C=NC=2N=CNC(C12)=O 7-methyl-purin-6-one hydrochloride